ClC=1C=C2CCC(C2=CC1)NC(CN1C(C2=CC(=CC=C2C1)C1=NC(=NC=C1Cl)NC1CCOCC1)=O)=O N-(5-chloro-2,3-dihydro-1H-inden-1-yl)-2-(6-{5-chloro-2-[(oxan-4-yl)amino]pyrimidin-4-yl}-1-oxo-2,3-dihydro-1H-isoindol-2-yl)acetamide